2-fluoro-4-(5-(3-fluoro-4-methoxyphenyl)-2-((3-hydroxyadamantan-1-yl)amino)-6-methoxypyrimidin-4-yl)benzonitrile trifluoroacetate salt FC(C(=O)O)(F)F.FC1=C(C#N)C=CC(=C1)C1=NC(=NC(=C1C1=CC(=C(C=C1)OC)F)OC)NC12CC3(CC(CC(C1)C3)C2)O